C[C@@H]1C=2N(CCN1C(=O)C1=C(C=CC=C1)C)C(=NN2)C2=NC(=NS2)C (R)-(8-methyl-3-(3-methyl-1,2,4-thiadiazol-5-yl)-5,6-dihydro-[1,2,4]triazolo[4,3-a]pyrazin-7(8H)-yl)(o-tolyl)methanone